C(#N)C1(CC1)C(=O)NC1CN(C1)C1=NC=C(C=N1)C=1C=CC=2N(C1)C(=C(N2)CC)N(C)C=2SC(=C(N2)C2=CC=C(C=C2)F)C#N 1-cyano-N-(1-(5-(3-((5-cyano-4-(4-fluorophenyl)thiazol-2-yl)(methyl)amino)-2-ethylimidazo[1,2-a]pyridin-6-yl)pyrimidin-2-yl)azetidin-3-yl)cyclopropane-1-carboxamide